ClC=1C=CC(=C(C1)C1=CC(=CN=N1)NC1=CC=NC2=CC(=CC=C12)NC(CCN1CCN(CC1)C)=O)F N-(4-{[6-(5-chloro-2-fluorophenyl)pyridazin-4-yl]amino}quinolin-7-yl)-3-(4-methylpiperazin-1-yl)propanamide